F[C@H]1CC2=C(C=3CCCC3C(=C2C1)NC(=O)N=[S@@](=O)(N)[C@@]1(CN2C(O1)=CC=N2)C)F (S,2R)-N'-(((R)-2,8-difluoro-1,2,3,5,6,7-hexahydro-s-indacen-4-yl)carbamoyl)-2-methyl-2,3-dihydropyrazolo[5,1-b]oxazole-yl-sulfonimidamide